FC(N1N=CC(=C1)C1=CN=C(S1)COC1=CC=CC(=N1)C1=CC(=C(CC2=NC3=C(N2C[C@H]2OCC2)C=C(C=C3F)C(=O)O)C=C1F)F)F (S)-2-(4-(6-((5-(1-(difluoromethyl)-1H-pyrazol-4-yl)thiazol-2-yl)methoxy)pyridin-2-yl)-2,5-difluorobenzyl)-4-fluoro-1-(oxetan-2-ylmethyl)-1H-benzo[d]imidazole-6-carboxylic acid